FC(O[Si](OC(F)(F)F)(OC(F)(F)F)C(C(F)(F)F)(F)F)(C(C(C(C(C(C(C(C(F)(F)F)(F)F)(F)F)(F)F)(F)F)(F)F)(F)F)(F)F)F perfluorooctyl-ethyltrimethoxysilane